Iron (III) Trifluoromethanesulfonate FC(S(=O)(=O)[O-])(F)F.[Fe+3].FC(S(=O)(=O)[O-])(F)F.FC(S(=O)(=O)[O-])(F)F